[W]=O.[Cs].[Zr] Zirconium cesium tungsten oxide